ClC=1C(=C(C=CC1F)[C@@H]1N(OCC1)C1=CC(=NC=N1)NC=1C(=CC(=C(C1)NC(C=C)=O)N1C[C@@H](O[C@H](C1)C)C)OC)F N-(5-((6-((R)-3-(3-chloro-2,4-difluorophenyl)isoxazolidine-2-yl)pyrimidine-4-yl)amino)-2-((2S,6S)-2,6-dimethylmorpholino)-4-methoxyphenyl)acrylamide